tert-Butyl 1-benzyl-2-(6-(4-(benzyloxy)-2-ethylphenyl)-1H-indazol-3-yl)-1,4,6,7-tetrahydro-5H-imidazo[4,5-c]pyridine-5-carboxylate C(C1=CC=CC=C1)N1C(=NC=2CN(CCC21)C(=O)OC(C)(C)C)C2=NNC1=CC(=CC=C21)C2=C(C=C(C=C2)OCC2=CC=CC=C2)CC